(2S,3R,4S,5R,6R)-3,4,5-tri(benzyloxy)-2-methoxy-6-methyltetrahydro-2H-pyran C(C1=CC=CC=C1)O[C@H]1[C@H](O[C@@H]([C@H]([C@@H]1OCC1=CC=CC=C1)OCC1=CC=CC=C1)C)OC